C(#N)C=1C=CC(=C(C1)C1=CN=C(O1)C(=O)N[C@H]1CN([C@@H](C1)COC)C#N)OC 5-(5-Cyano-2-methoxyphenyl)-N-((3R,5S)-1-cyano-5-(methoxymethyl)pyrrolidin-3-yl)oxazole-2-carboxamide